COC1=C(C=C2C(=N1)N=C(N2C)C(O)(C2=CC=CC=C2)C2=CC=CC=C2)C2=NN=NN2 [5-methoxy-1-methyl-6-(1H-1,2,3,4-tetrazol-5-yl)-1H-imidazo[4,5-b]pyridin-2-yl]diphenylmethanol